NC=1C(=C(C=C2C=C(N=CC12)NC(=O)NC(C)C)C1=C(C2=C(OCCN2)N=C1)C)F 1-(8-amino-7-fluoro-6-(8-methyl-2,3-dihydro-1H-pyrido[2,3-b][1,4]oxazin-7-yl)isoquinolin-3-yl)-3-isopropylurea